cis-5-(4-(4-(dimethoxymethyl)piperidin-1-yl)phenyl)-6-(tetrahydro-2H-pyran-4-yl)-5,6,7,8-Tetrahydronaphthalene-2-ol COC(C1CCN(CC1)C1=CC=C(C=C1)[C@@H]1C=2C=CC(=CC2CC[C@@H]1C1CCOCC1)O)OC